C(CC[C@@H](C)[C@H]1CC[C@H]2[C@@H]3CC[C@@H]4CCCC[C@]4(C)[C@H]3CC[C@]12C)(=O)N 5β-cholanamide